CNC(CCC)NC N,N'-dimethylbutanediamine